C(C)(C)(C)OC(=O)C=1C(=CN2CCC(C12)C(C(=O)NC1(CC(C1)(F)F)C=1SC=NN1)=O)C 2-((3,3-difluoro-1-(1,3,4-thiadiazol-2-yl)cyclobutyl)amino)-2-oxoacetyl-6-methyl-2,3-dihydro-1H-pyrrolizine-7-carboxylic acid tert-butyl ester